4-[(2S)-2-(benzenesulfonamido)-2-(6-methoxy-1,3-benzothiazol-2-yl)ethyl]benzamidine C1(=CC=CC=C1)S(=O)(=O)N[C@@H](CC1=CC=C(C(=N)N)C=C1)C=1SC2=C(N1)C=CC(=C2)OC